O=C1OCCN1[C@@H]1C(=NN(C1)C(=O)N[C@H](C)C=1C=NC(=CC1)C(F)(F)F)C1=NC=C(C=C1)C (S)-4-(2-oxooxazolidin-3-yl)-3-(5-methylpyridin-2-yl)-N-((R)-1-(6-(trifluoromethyl)pyridin-3-yl)ethyl)-4,5-dihydro-1H-pyrazole-1-carboxamide